COC(=O)C=1C=C(C=NC1)B(O)O (5-methoxycarbonylpyridine-3-yl)boronic acid